2-(4-bromopyrazol-1-yl)-2-fluoro-acetic acid BrC=1C=NN(C1)C(C(=O)O)F